5-amino-1-(5-phospho-D-ribosyl)imidazole-4-carboxamide diiodine [I].[I].NC1=C(N=CN1C1[C@H](O)[C@H](O)[C@H](O1)COP(=O)(O)O)C(=O)N